2-oxoethyl 4-(6-(3-(4-amino-1-isopropyl-1H-pyrazolo[3,4-d]pyrimidin-3-yl)-5-cyclopropylisoxazol-4-yl)pyridin-3-yl)piperidine-1-carboxylate NC1=C2C(=NC=N1)N(N=C2C2=NOC(=C2C2=CC=C(C=N2)C2CCN(CC2)C(=O)OCC=O)C2CC2)C(C)C